BrC(C1=C(C(=CC=C1)Cl)F)([2H])[2H] 1-(bromomethyl-d2)-3-chloro-2-fluorobenzene